NC1=NC(N(C=N1)[C@H]1C[C@@H]([C@H](S1)COP(=O)(OC1=CC=CC=C1)N[C@@H](C)C(=O)OC1CCCC1)O)=O CYCLOPENTYL ((((2R,3S,5R)-5-(4-AMINO-2-OXO-1,3,5-TRIAZIN-1(2H)-YL)-3-HYDROXYTETRAHYDROTHIOPHEN-2-YL)METHOXY)(PHENOXY)PHOSPHORYL)-L-ALANINATE